N-((5-(2-((1-methyl-1H-pyrazolo[3,4-d]pyrimidin-4-yl)thio)acetyl)thiophen-2-yl)methyl)benzamide CN1N=CC=2C1=NC=NC2SCC(=O)C2=CC=C(S2)CNC(C2=CC=CC=C2)=O